N-(3-(1H-benzo[d]imidazol-2-yl)phenyl)-6-(pyrimidin-4-yl)pyridazin-3-amine N1C(=NC2=C1C=CC=C2)C=2C=C(C=CC2)NC=2N=NC(=CC2)C2=NC=NC=C2